4-methoxy-5-(3-(4-methoxybenzamido)propoxy)-2-nitrobenzoic acid methyl ester COC(C1=C(C=C(C(=C1)OCCCNC(C1=CC=C(C=C1)OC)=O)OC)[N+](=O)[O-])=O